4-((2-Amino-4,6-dichlorophenoxy)methyl)-N-(3-hydroxypropyl)benzamide NC1=C(OCC2=CC=C(C(=O)NCCCO)C=C2)C(=CC(=C1)Cl)Cl